N-(2,3,5-trifluorobenzyl)trimethyl-acetamide FC1=C(CNC(C(C)(C)C)=O)C=C(C=C1F)F